propane-2,2-diylbis(cyclohexane) CC(C)(C1CCCCC1)C1CCCCC1